6-bromo-3-chloro-1,8-naphthyridin-4-ol BrC=1C=C2C(=C(C=NC2=NC1)Cl)O